1-bromo-4-methoxy-2-(methoxymethoxy)benzene BrC1=C(C=C(C=C1)OC)OCOC